6-bromo-N,N-dimethyl-pyridin-2-amine BrC1=CC=CC(=N1)N(C)C